[N+](=O)([O-])C1=CC(=NN1)C=1OC2=C(N1)C=CC=C2 2-(5-nitro-1H-pyrazol-3-yl)-1,3-benzoxazole